2-(2-azidoacetyl)-N-tert-butyl-2,3-dihydro-1,4-benzodioxine-6-carboxamide N(=[N+]=[N-])CC(=O)C1COC2=C(O1)C=CC(=C2)C(=O)NC(C)(C)C